Methyl (1S,2S)-2-((2-bromo-4-fluorophenyl)carbamoyl)cyclopropane-1-carboxylate BrC1=C(C=CC(=C1)F)NC(=O)[C@@H]1[C@H](C1)C(=O)OC